[Si](C)(C)(C(C)(C)C)OC[C@@H]1CN(CCN1)C(=O)OC(C)(C)C tert-butyl (S)-3-(((tert-butyldimethylsilyl)oxy)methyl)piperazine-1-carboxylate